4-(2-bromoethynyl)benzoic acid BrC#CC1=CC=C(C(=O)O)C=C1